FC1=C(C(=CC=C1)C)N1CCC(CC1)N1C(N(C=2C([C@H]1C)=CN(N2)C)CC2=C(C=CC=C2)C(F)(F)F)=O (R)-5-[1-(2-Fluoro-6-methyl-phenyl)-piperidin-4-yl]-2,4-dimethyl-7-(2-trifluoromethylbenzyl)-2,4,5,7-tetrahydro-pyrazolo[3,4-d]pyrimidin-6-one